C1(=CC=CC=C1)C1C2(CC1C2)C(=O)N phenylbicyclo[1.1.1]pentane-1-carboxamide